NC=1N=C(CC(N1)=O)C(C)C 2-amino-6-isopropylpyrimidin-4(5H)-one